C[C@]12C[C@@H]([C@H]3[C@H]([C@@H]1CC([C@@]2(C(=O)CO)O)C(=O)O)CCC4=CC(=O)C=C[C@]34C)O The molecule is a steroid acid, a monocarboxylic acid, an 11beta-hydroxy steroid, a 17alpha-hydroxy steroid, a 20-oxo steroid, a 21-hydroxy steroid, a 3-oxo-Delta(1),Delta(4)-steroid, a primary alpha-hydroxy ketone and a tertiary alpha-hydroxy ketone. It derives from a prednisolone.